C(C)(C)N(C(C1=CC=C(C=C1)C)=O)CC(=C)C N-isopropyl-N-[(2-methyl)allyl]-4-methylbenzamide